C(C)(C)C1N2C(C3=CC(=C(C=C3C1)OCC1CCOCC1)C=1SC=CN1)=CC(C(=C2)C(=O)O)=O 6-isopropyl-2-oxo-9-((tetrahydro-2H-pyran-4-yl)methoxy)-10-(thiazol-2-yl)-6,7-dihydro-2H-pyrido[2,1-a]isoquinoline-3-carboxylic acid